4-(5-(benzyloxy)-2-methylbenzofuran-3-carboxamido)-3,3-difluoropyrrolidine-1-carboxylic acid tert-butyl ester C(C)(C)(C)OC(=O)N1CC(C(C1)NC(=O)C1=C(OC2=C1C=C(C=C2)OCC2=CC=CC=C2)C)(F)F